FC1([C@@H](C1)C(=O)NCC1(CN(C1)C1=NC(=NC=C1C)NC1=CC(=NS1)C)C)F (S)-2,2-difluoro-N-((3-methyl-1-(5-methyl-2-((3-methylisothiazol-5-yl)amino)pyrimidin-4-yl)azetidin-3-yl)methyl)cyclopropane-1-carboxamide